3-(1-(1-((5-morpholinopyridin-2-yl)methyl)-1H-indole-7-carboxamido)cyclopropyl)bicyclo[1.1.1]pentane-1-carboxylic Acid O1CCN(CC1)C=1C=CC(=NC1)CN1C=CC2=CC=CC(=C12)C(=O)NC1(CC1)C12CC(C1)(C2)C(=O)O